[6-(5-cyclopropyl-4H-1,2,4-triazol-3-yl)-2-azaspiro[3.3]heptan-2-yl]-[3-[[3-(trifluoromethylsulfonyl)phenyl]methoxy]azetidin-1-yl]methanone C1(CC1)C=1NC(=NN1)C1CC2(CN(C2)C(=O)N2CC(C2)OCC2=CC(=CC=C2)S(=O)(=O)C(F)(F)F)C1